O1C=C(C=C1)C=1N=C(C2=C(N1)SC(=C2)C)NCCCC2=CC=C(C=C2)C=2N=CC(=NC2)N(C)C 5-[4-(3-([2-(furan-3-yl)-6-methylthieno[2,3-d]pyrimidin-4-yl]amino)propyl)phenyl]-N,N-dimethyl-pyrazin-2-amine